[(Z)-non-2-enyl] 8-[3-[2-[2-[2-[2-[5-(dipropylamino)pentanoylamino]ethoxy]ethoxy]ethoxy]ethoxy]-2-[8-[(Z)-non-2-enoxy]-8-oxooctoxy]propoxy]octanoate C(CC)N(CCCCC(=O)NCCOCCOCCOCCOCC(COCCCCCCCC(=O)OC\C=C/CCCCCC)OCCCCCCCC(=O)OC\C=C/CCCCCC)CCC